COC(=O)[C@H]1NC[C@@H](C=C1C)NO[Si](C)(C)C(C)(C)C (2S,5R)-5-(tert-butyldimethylsilyloxyamino)-3-methyl-1,2,5,6-tetrahydropyridine-2-carboxylic acid methyl ester